NC1=NC=NC2=C1N(C(C(N2)NC(C=CCl)=O)=C)C=2C=NC1=CC=CC=C1C2 N-(4-amino-6-methylene-5-(quinolin-3-yl)-7,8-dihydro-6H-pyrimido[5,4-b]pyrazin-7-yl)-3-chloropropenamide